N-cyano-N-methyl-4-(3-((4-(trifluoromethyl)phenyl)amino)pyrazin-2-yl)piperazine-1-carboxamide (S)-tert-butyl-(1-((4-bromo-5-methylisoxazol-3-yl)oxy)-2-phenylpropan-2-yl)carbamate C(C)(C)(C)N(C(O)=O)[C@@](COC1=NOC(=C1Br)C)(C)C1=CC=CC=C1.C(#N)N(C(=O)N1CCN(CC1)C1=NC=CN=C1NC1=CC=C(C=C1)C(F)(F)F)C